2-methyl-4-(2-methylallyl)-2,3-dihydro-1H-inden-1-one CC1C(C2=CC=CC(=C2C1)CC(=C)C)=O